N-cyclopentyl-3-(hydroxymethyl)-N,6-dimethyl-1H-indole-2-carboxamide C1(CCCC1)N(C(=O)C=1NC2=CC(=CC=C2C1CO)C)C